(S*)-6-(6-methoxy-1H-imidazo[4,5-b]pyridin-2-yl)-2-methyl-7-((2-methyl-1-(pyrimidin-2-yl)propyl)amino)-2,4-dihydro-5H-pyrazolo[4,3-b]pyridin-5-one COC=1C=C2C(=NC1)N=C(N2)C2=C(C=1C(NC2=O)=CN(N1)C)N[C@@H](C(C)C)C1=NC=CC=N1 |o1:23|